C1(=CCCC1)C1=CC(=C(C=C1)[N+](=O)[O-])F 4-(cyclopent-1-en-1-yl)-2-fluoro-1-nitrobenzene